FC1=C(C=CC(=C1)[C@H](C(=O)O)C)C1=CC=CC=C1 |r| (+-)-2-(2-fluoro-[1,1'-biphenyl]-4-yl)propionic acid